5-(3-amino-1-(tetrahydro-2H-pyran-2-yl)-1H-pyrazol-4-yl)-6-fluoro-N-(3-methoxybenzyl)indoline-1-carboxamide NC1=NN(C=C1C=1C=C2CCN(C2=CC1F)C(=O)NCC1=CC(=CC=C1)OC)C1OCCCC1